ClC=1C(=C2C(=NC1C)CN(C2)C(=O)[C@H]2CN(CC2)C=2C=NC=C(C2)S(=O)(=O)C)C (3-chloro-2,4-dimethyl-5,7-dihydropyrrolo[3,4-b]pyridin-6-yl)-[(3R)-1-(5-methanesulfonyl-3-pyridinyl)pyrrolidin-3-yl]methanone